FC=1C=2C3C=CC(C2C=CC1F)O3 3,4-difluoro-11-oxatricyclo[6.2.1.02,7]undeca-2(7),3,5,9-tetraene